C(C)(C)(C)OC(=O)N1CCC2(CC(C2)C=2C=C3C=C(N=NC3=CC2)C2=C(C=CC=C2)OCOC)CC1.S1C2=C(C(=C1)C(=O)N1CCN(CC1)C(C1=CC=CC=C1)=O)C=CC=C2 Benzo[b]thiophen-3-yl-(4-benzoylpiperazin-1-yl)methanone tert-butyl-2-{3-[2-(methoxymethoxy)phenyl]cinnolin-6-yl}-7-azaspiro[3.5]nonane-7-carboxylate